C[Si](C#CC1=CC=C(C=C1)C1CNCC12CCC2)(C)C 8-{4-[2-(trimethylsilyl)ethynyl]phenyl}-6-azaspiro[3.4]octane